C1(=CC=CC=C1)N(CCC[Si](OC)(OC)OC)CCCOCC(C[Si](OC)(OC)OC)O N-phenyl-N-[3-(trimethoxysilyl)propyl]-2-hydroxy-3-(trimethoxysilyl)propoxypropylamine